6-cyclopropyl-2-(ethylsulfonyl)-3-(5-(2,2,3,3,3-pentafluoropropoxy)pyrazin-2-yl)pyrazolo[1,5-a]pyrimidine C1(CC1)C=1C=NC=2N(C1)N=C(C2C2=NC=C(N=C2)OCC(C(F)(F)F)(F)F)S(=O)(=O)CC